FC=1C=C(C=CC1)C1=NN(C2=CC(=CC=C12)C=O)C 3-(3-fluorophenyl)-1-methyl-1H-indazole-6-carbaldehyde